1,1,1-trifluoropropan-2-yl 1H-imidazole-1-carboxylate N1(C=NC=C1)C(=O)OC(C(F)(F)F)C